FC=1C(=NN2C1C=C(C=C2)OC2=NC=CC=C2OCC(F)(F)F)C(=O)OC methyl 3-fluoro-5-((3-(2,2,2-trifluoroethoxy)pyridin-2-yl)oxy)pyrazolo[1,5-a]pyridine-2-carboxylate